2-(4-((4,5-dimethoxypyridin-2-yl)methyl)piperazin-1-yl)-6-fluoro-4-isobutylbenzonitrile COC1=CC(=NC=C1OC)CN1CCN(CC1)C1=C(C#N)C(=CC(=C1)CC(C)C)F